CC(=O)N[C@@H]1[C@H](C[C@@](O[C@H]1[C@@H]([C@@H](CO)O)O)(C(=O)O)O[C@H]2[C@H]([C@H](O[C@H]([C@@H]2O)O[C@@H]3[C@H]([C@@H](O[C@@H]([C@@H]3O)CO)O[C@H]4[C@H]([C@H](O[C@@H]([C@@H]4O)O[C@H]5[C@H](O[C@H]([C@@H]([C@H]5O)O)O[C@@H]6[C@H](O[C@H]([C@@H]([C@H]6O)O)O)CO)CO)CO)O)NC(=O)C)CO)O)O The molecule is a linear amino hexasaccharide comprising beta-D-glucose at the reducing end with at the 4-position a beta-D-galactosyl-(1->3)-N-acetyl-beta-D-glucosaminyl-(1->3)-alpha-D-galactosyl-(1->4)-beta-D-galactosyl moiety, alpha(2->3)-sialylated at the terminal galactosyl residue. It has a role as an antigen and an epitope. It is an amino hexasaccharide and a galactosamine oligosaccharide.